C(C)(C)(C)OC(=O)N1CC(CC1)(C(C)O)F rac-3-fluoro-3-(1-hydroxyethyl)pyrrolidine-1-carboxylic acid tert-butyl ester